3,4-Difluoro-2-(2-fluoro-4-iodoanilino)-5-[[3-fluoro-2-[(1-methylcyclopropyl)sulfamoylamino]pyridin-4-yl]methyl]benzamide FC=1C(=C(C(=O)N)C=C(C1F)CC1=C(C(=NC=C1)NS(NC1(CC1)C)(=O)=O)F)NC1=C(C=C(C=C1)I)F